2-((8-amino-7-fluoro-6-(9-methyl-3,3-dioxido-1,2-dihydro-4H-pyrido[3,2-f][1,3,5]oxathiazepin-8-yl)isoquinolin-3-yl)amino)-5,6-dihydro-4H-pyrazolo[1,5-d][1,4]diazepin-7(8H)-one NC=1C(=C(C=C2C=C(N=CC12)NC1=NN2CC(NCCC2=C1)=O)C1=C(C=2NCS(COC2N=C1)(=O)=O)C)F